NCC=1C=C(C=CC1)C=1C=C(C2=C(C(=CO2)COC2=C(C=CC=C2)CC(=O)OCC)C1)OCC1=NC=CC=C1 ethyl 2-(2-((5-(3-(aminomethyl)phenyl)-7-(pyridin-2-ylmethoxy)benzofuran-3-yl)methoxy)phenyl)acetate